5,6-Dimethyl-3-(pyrimidin-2-yl)picolinic acid CC=1C=C(C(=NC1C)C(=O)O)C1=NC=CC=N1